(E)-4-(3-acetyl-4-chloro-5-(4-cyano-4-methylpent-1-en-1-yl)-2-methyl-1H-pyrrol-1-yl)benzonitrile C(C)(=O)C1=C(N(C(=C1Cl)\C=C\CC(C)(C)C#N)C1=CC=C(C#N)C=C1)C